3-((naphthalen-1-yloxy)carbonyl)-2,4-diphenylcyclobutane-1-carboxylic acid C1(=CC=CC2=CC=CC=C12)OC(=O)C1C(C(C1C1=CC=CC=C1)C(=O)O)C1=CC=CC=C1